COC1(C=C(C(C(C1)(C)C)=O)C#N)C1=NC=CC=C1CCC 3-methoxy-5,5-dimethyl-6-oxo-3-(3-propylpyridin-2-yl)cyclohex-1-ene-1-carbonitrile